ClC1=CC2=C(N=N1)N(C=C(C2=O)C(=O)N2CC1CCC(C2)O1)CC 3-Chloro-8-ethyl-6-(8-oxa-3-azabicyclo[3.2.1]octane-3-carbonyl)pyrido[2,3-c]pyridazin-5-one